C(C)(C)NC(=O)C=1SC2=C(C1)C=CC=C2 N-isopropyl-benzothiophene-2-carboxamide